NC1=NC(=CC(=N1)N\N=C\C1=CC=C(N(C)C)C=C1)N\N=C\C1=CC=C(N(C)C)C=C1 4,4'-((1E,1'E)-((2-aminopyrimidine-4,6-diyl)bis(hydrazin-2-yl-1-ylidene))bis(methanylylidene))bis(N,N-dimethylaniline)